N-(1-((cis)-4-(((R)-2-(5-Fluoropyridin-3-yl)-2-hydroxyethyl)amino)-cyclohexyl)-2-methylpropan-2-yl)acetamide FC=1C=C(C=NC1)[C@H](CN[C@H]1CC[C@H](CC1)CC(C)(C)NC(C)=O)O